tert-Butyl (R)-(1-(7-chloroimidazo[1,2-b]pyridazin-2-yl)-2-((1,1,1-trifluoro-2-methylpropan-2-yl)oxy)ethyl)carbamate ClC1=CC=2N(N=C1)C=C(N2)[C@H](COC(C(F)(F)F)(C)C)NC(OC(C)(C)C)=O